1-vinylbenzyl-3-heptylimidazole bistrifluoromethanesulfonimide salt [N-](S(=O)(=O)C(F)(F)F)S(=O)(=O)C(F)(F)F.C(=C)C1(CC2=NC=CN2CCCCCCC)CC=CC=C1